(R)-2-(diphenyl((trimethylsilyl)oxy)methyl)pyrrolidine C1(=CC=CC=C1)C([C@@H]1NCCC1)(O[Si](C)(C)C)C1=CC=CC=C1